((1R,5S,6s)-6-((4-(2-aminopropan-2-yl)-6-(4-fluorophenyl)pyridin-2-yl)oxy)-3-azabicyclo[3.1.0]hexan-3-yl)(2-methyl-8-(1H-1,2,4-triazol-3-yl)imidazo[1,2-a]pyridin-6-yl)methanone NC(C)(C)C1=CC(=NC(=C1)C1=CC=C(C=C1)F)OC1[C@@H]2CN(C[C@H]12)C(=O)C=1C=C(C=2N(C1)C=C(N2)C)C2=NNC=N2